1-(6-bromobenzo[d]thiazol-2-yl)-3-(2-hydroxyethyl)urea BrC1=CC2=C(N=C(S2)NC(=O)NCCO)C=C1